7,10-dichloro-2-[5-chloro-2-(3-chloro-2-pyridyl)pyrazol-3-yl]benzo[g][3,1]benzoxazin-4-one ClC=1C=CC2=C(C3=C(C(OC(=N3)C=3N(N=C(C3)Cl)C3=NC=CC=C3Cl)=O)C=C2C1)Cl